C[C@H]1N(CCN(C1)[C@H](C)C=1C=NC=2C=C(C(NC2C1)=O)C)C1=CC=C(C=N1)C#N |o1:1,7| rel-6-[(2R)-2-methyl-4-[(1R*)-1-(7-methyl-6-oxo-5H-1,5-naphthyridin-3-yl)ethyl]piperazin-1-yl]pyridine-3-carbonitrile